C(C)(C)(C)C=1C=C(C=CC1)[C@H](C)NC(=O)C1=CC=C2C(=C(N(C2=C1)C)C)CC=1C=C(OCC(=O)OC)C=CC1 methyl (S)-2-(3-((6-((1-(3-(tert-butyl)phenyl)ethyl)carbamoyl)-1,2-dimethyl-1H-indol-3-yl)methyl) phenoxy)acetate